(4-(Methoxy(methyl)amino)-4-oxobutyl)(methyl)carbamic acid tert-butyl ester C(C)(C)(C)OC(N(C)CCCC(=O)N(C)OC)=O